BrC1=C(C=C(C(=O)N2CC=3N=C(N(C(C3C[C@H]2C)=O)C2=CC=C(C=C2)C2=C(N=NN2)C)NC(C)C=C)C=C1)C(F)(F)F (6R)-7-(4-bromo-3-(trifluoromethyl)benzoyl)-2-(but-3-en-2-ylamino)-6-methyl-3-(4-(4-methyl-1H-1,2,3-triazol-5-yl)phenyl)-5,6,7,8-tetrahydropyrido[3,4-d]pyrimidin-4(3H)-one